S1(N=CC=NC2=C1C=CC=C2)(=O)=O 1,2,5-benzothiadiazepine 1,1-dioxide